Cl(=O)(=O)(=O)[O-].CN(C1=CC=C2C(=CC(=[O+]C2=C1)C1=CC=CC=C1)\C=C\C=C\C=C\1/C=C(OC2=CC(=CC=C12)N(C)C)C1=CC=CC=C1)C 7-(dimethylamino)-4-((1E,3E)-5-((E)-7-(dimethylamino)-2-phenyl-4H-chromen-4-ylidene)penta-1,3-dien-1-yl)-2-phenylchromenylium perchlorate